C(C)N1OC([C@H]2[C@H]1[C@H](C[C@@](C2)(C)C2=C(C#N)C=CC(=C2)C)C)(C)C ((3aR,5R,7S,7aR)-1-ethyl-3,3,5,7-tetramethyloctahydrobenzo[c]isoxazol-5-yl)-4-methylbenzonitrile